(2r,5s)-5-(7-chloroquinoxaline-3-amido)-2-{5-[(1s,3s)-3-(trifluoromethoxy)cyclobutyl]-1,3,4-oxadiazol-2-yl}piperidine-1-carboxylic acid tert-butyl ester C(C)(C)(C)OC(=O)N1[C@H](CC[C@@H](C1)NC(=O)C=1C=NC2=CC(=CC=C2N1)Cl)C=1OC(=NN1)C1CC(C1)OC(F)(F)F